3-Bromoimidazo[1,2-b]Pyridazin-8-Yl 4-Methylbenzenesulfonate CC1=CC=C(C=C1)S(=O)(=O)OC=1C=2N(N=CC1)C(=CN2)Br